2-(4'-(dibenzo[b,d]thiophen-2-yl)-[1,1'-biphenyl]-4-yl)-9H-xanthen-9-one C1=C(C=CC=2SC3=C(C21)C=CC=C3)C3=CC=C(C=C3)C3=CC=C(C=C3)C3=CC=2C(C1=CC=CC=C1OC2C=C3)=O